FC=1C=C(COC(=O)N[C@H](C(=O)O)CCN(CCCCC2=NC=3NCCCC3C=C2)CCOC)C=CC1F (S)-2-((((3,4-difluorobenzyl)oxy)carbonyl)amino)-4-((2-methoxyethyl)(4-(5,6,7,8-tetrahydro-1,8-naphthyridin-2-yl)butyl)amino)butanoic acid